N-(1-methyl-2-(6-methyl-1H-indazol-5-yl)-1H-pyrrolo[2,3-c]pyridin-5-yl)cyclopropanecarboxamide CN1C(=CC=2C1=CN=C(C2)NC(=O)C2CC2)C=2C=C1C=NNC1=CC2C